(S)-N-(1-amino-3-(1H-imidazol-4-yl)-1-oxopropan-2-yl)picolinamide NC([C@H](CC=1N=CNC1)NC(C1=NC=CC=C1)=O)=O